Hexa-hydrophthalic anhydride C1(C2C(C(=O)O1)CCCC2)=O